1-(4-(3,4-dichlorophenyl)-5-(isopropylsulfanyl)thiazol-2-yl)-3-methyl-1H-pyrazole-5-carboxylic acid ClC=1C=C(C=CC1Cl)C=1N=C(SC1SC(C)C)N1N=C(C=C1C(=O)O)C